Benzyl (2-(N-(2-(4-((N-methylacetamido)methyl)benzamido)ethyl) benzamido)ethyl)carbamate CN(C(C)=O)CC1=CC=C(C(=O)NCCN(C(C2=CC=CC=C2)=O)CCNC(OCC2=CC=CC=C2)=O)C=C1